1-(4-fluorophenyl)-5-(4-isopropylphenyl)-1H-1,2,4-triazole-3-carboxylic acid FC1=CC=C(C=C1)N1N=C(N=C1C1=CC=C(C=C1)C(C)C)C(=O)O